N1[C@@H](CCC1)C(=O)OCC1=CC=CC=C1 benzyl L-prolinate